Sodium deuteroxide [O-][2H].[Na+]